ClC=1C=C(C=C(C1)Cl)C1(CC(=NO1)C1=CC(=C(C(=O)O)C=C1)C)C(F)(F)F 4-(5-(3,5-Dichlorophenyl)-5-(trifluoromethyl)-4,5-dihydroisoxazol-3-yl)-2-methylbenzoic acid